(S)-N-((1S,4R)-4-(1,1-difluoro-3-methoxypropyl)-4-hydroxycyclohexyl)-4-(5-(5-fluoro-2-methoxypyridin-4-yl)-1H-pyrazole-3-carbonyl)-4-azaspiro[2.5]octane-7-carboxamide FC(CCOC)(F)C1(CCC(CC1)NC(=O)[C@H]1CCN(C2(CC2)C1)C(=O)C1=NNC(=C1)C1=CC(=NC=C1F)OC)O